ClC1=C(C(=O)NC2=C3C=NN(C3=CC=C2)C2=CC=C(C=C2)C(F)(F)F)C=C(C=C1)CNC(C(CO)(C)C)=O 2-chloro-5-{[(3-hydroxy-2,2-dimethylpropanoyl)amino]methyl}-N-{1-[4-(trifluoromethyl)phenyl]-1H-indazole-4-yl}benzamide